{trans-3-(4-{[4-(2-hydroxyethyl)-6-(trifluoro-methyl)pyridin-2-yl]oxy}piperidin-1-yl)-1-[4-(7H-pyrrolo[2,3-d]-pyrimidin-4-yl)-1H-pyrazol-1-yl]cyclobutyl}-acetonitrile OCCC1=CC(=NC(=C1)C(F)(F)F)OC1CCN(CC1)C1CC(C1)(N1N=CC(=C1)C=1C2=C(N=CN1)NC=C2)CC#N